7-(2,2-difluoro-3-iodo-propyl)-6-fluoro-[1,2,4]triazolo[4,3-a]pyridine FC(CC1=CC=2N(C=C1F)C=NN2)(CI)F